CC1=C(C=CC=C1N1CCC(CC1)N[C@@H]1C[C@H](C1)O)C1=CC=CC=C1 trans-3-(1-(2-methylbiphenyl-3-yl)piperidin-4-ylamino)cyclobutanol